[Si](C)(C)(C(C)(C)C)OCCCC(C(=O)OC)(C)C1=CC(=CC=C1)I methyl 5-((tert-butyldimethylsilyl) oxy)-2-(3-iodophenyl)-2-methylpentanoate